C(C1=CC=CC=C1)N1CCN(C2=CC=CC=C12)C1=C(C=CC=C1)Cl benzyl-4-(2-chlorophenyl)-1,2,3,4-tetrahydroquinoxaline